FC=1C=C(C=C(C1F)F)N1N=CC(=N1)C(=O)O 2-(3,4,5-trifluorophenyl)-2H-1,2,3-triazole-4-carboxylic acid